C1(CC1)C1=C(C(=NO1)C1=C(C=CC=C1Cl)Cl)CO[C@@H]1[C@H]2CN([C@@H](C1)C2)C(=O)OC(C)(C)C |r| Tert-butyl (1RS,4RS,5SR)-5-((5-cyclopropyl-3-(2,6-dichlorophenyl)isoxazol-4-yl)methoxy)-2-azabicyclo[2.2.1]heptane-2-carboxylate